N1=CC(=CC=C1)CC(=O)OC Methyl 2-(pyridin-3-yl)acetate